N1=CC(=CC=C1)N1N=C(C=C1)\C=C/1\C(NC(S1)=O)=O (5Z)-5-[[1-(3-pyridyl)pyrazol-3-yl]methylene]thiazolidine-2,4-dione